4,5-difluoro-12-(propan-2-yl)-12-azatricyclo[6.3.1.02,7]dodeca-2,4,6-triene FC=1C=C2C3CCCC(C2=CC1F)N3C(C)C